CS(=O)(=O)C1=NC=C(C=N1)C#CCCCCN1CCN(CCN(CCNCC1)CC(=O)[O-])CC(=O)[O-] 2,2'-(7-(6-(2-(methylsulfonyl)pyrimidin-5-yl)hex-5-ynyl)-1,4,7,10-tetraazacyclododecane-1,4-diyl)diacetate